3-(2-(methylsulfonyl)pyrimidine-5-carboxamido)propanoic acid CS(=O)(=O)C1=NC=C(C=N1)C(=O)NCCC(=O)O